O1CCCC2=C1C=CC=C2 DIHYDROBENZOPYRANE